BrC=1C=C(C=CC1)C1(CC1)NC(=O)C=1N=CN2C1CN(CC2)C(=O)OC(C)(C)C tert-butyl 1-[1-(3-bromophenyl)cyclopropyl]carbamoyl-5H,6H,7H,8H-imidazo[1,5-a]pyrazine-7-carboxylate